C1(CCCCC1)C(=O)N1CC(CCC1)C(=O)N1CCN(CC1)C1=CC(=NC2=CC=CC=C12)C (1-(cyclohexylcarbonyl)piperidin-3-yl)(4-(2-methylquinolin-4-yl)piperazin-1-yl)methanone